6-((3-(2-(dimethylamino)ethyl)-1H-indol-4-yl)oxy)-6-oxohexanoic acid HCl salt Cl.CN(CCC1=CNC2=CC=CC(=C12)OC(CCCCC(=O)O)=O)C